CC1=CC=CC(=N1)C1=NN2C(C(=N1)NC1=NC(=NC=C1)NC1=CC=C(C=C1)CC(=O)OC)=CC=C2 methyl 2-[4-[[4-[[2-(6-methyl-2-pyridyl)pyrrolo[2,1-f][1,2,4]triazin-4-yl]amino]pyrimidin-2-yl]amino]phenyl]acetate